(5-(bis(tert-butoxycarbonyl)amino)-6-(3-(4-(((tert-butoxycarbonyl)(methyl)amino)methyl)phenyl)isoxazol-5-yl)pyrazin-2-yl)boronic acid C(C)(C)(C)OC(=O)N(C=1N=CC(=NC1C1=CC(=NO1)C1=CC=C(C=C1)CN(C)C(=O)OC(C)(C)C)B(O)O)C(=O)OC(C)(C)C